3-bromo-5-((2,4-dichloro-phenylimino)meth-yl)phenyl isobutyrate C(C(C)C)(=O)OC1=CC(=CC(=C1)C=NC1=C(C=C(C=C1)Cl)Cl)Br